N-(2-Methoxy-6-(1H-pyrrolo[2,3-b]pyridin-5-yl)pyridin-3-yl)-5-methyl-3-phenylisoxazole-4-carboxamide COC1=NC(=CC=C1NC(=O)C=1C(=NOC1C)C1=CC=CC=C1)C=1C=C2C(=NC1)NC=C2